N1(CCOCC1)C=1N=C2N(C(C1C=O)=O)C=CC=C2 2-MORPHOLIN-4-YL-4-OXO-4H-PYRIDO[1,2-A]PYRIMIDINE-3-CARBALDEHYDE